FC1=C(C(N)=N)C=C(C=C1)OC=1C(=C2C=CNC2=CC1F)CN1C=NC(=C1)I 2-fluoro-5-((6-fluoro-4-((4-iodo-1H-imidazol-1-yl)methyl)-1H-indol-5-yl)oxy)benzimidamide